(R)-3-amino-1-(4-(8-chloro-5,6-dihydro-11H-benzo[5,6]cyclohepta[1,2-b]pyridin-11-ylidene)piperidin-1-yl)-4-(2,4,5-tri-fluorophenyl)butan-1-one dihydrochloride Cl.Cl.N[C@@H](CC(=O)N1CCC(CC1)=C1C2=C(CCC=3C1=NC=CC3)C=C(C=C2)Cl)CC2=C(C=C(C(=C2)F)F)F